C(CCCCCC=C)[Si](OC)(OC)OC 7-OCTENYLTRIMETHOXYSILANE